methyl (2S)-2-[(tert-butoxycarbonyl)amino]-4-(trifluoromethoxy)butanoate C(C)(C)(C)OC(=O)N[C@H](C(=O)OC)CCOC(F)(F)F